BrC1=CC(=C(C(=O)[O-])C(=C1)F)OCC(OCC)OCC 4-bromo-2-(2,2-diethoxyethoxy)-6-Fluorobenzoate